6-(morpholin-4-yl)-1,3,5-triazine-2,4-dithiol N1(CCOCC1)C1=NC(=NC(=N1)S)S